C1(CCCC1)N1[C@@H](C(N(C=2C=NC(=NC12)NC1=C(C=C(C(=O)NCCN(C/C=C/C(=O)O)C)C=C1)OC)C)=O)CC (E)-4-[2-[[4-[[(7R)-8-cyclopentyl-7-ethyl-5-methyl-6-oxo-7H-pteridin-2-yl]amino]-3-methoxy-benzoyl]amino]ethyl-methylamino]but-2-enoic acid